CC=1N=NN2C1C1=C(C(CC2)NC2=CC=NN2C)C=C(C=C1)C=1C=NN(C1)C 1-methyl-9-(1-methyl-1H-pyrazol-4-yl)-N-(1-methyl-1H-pyrazol-5-yl)-6,7-dihydro-5H-benzo[c][1,2,3]triazolo[1,5-a]azepin-7-amine